CC1=C(C=CC=C1)P(C1=C(C=CC=C1)C)C1=C(C=CC=C1)C tris(o-methyl-Phenyl)phosphorus